C(C)(C)(C)OC(=O)N[C@@H](CC1=CNC=N1)C(=O)O Nα-(tert-butoxycarbonyl)-L-histidine